{[2-(4-isopropylphenoxy)ethoxycarbonyl]amino}ethyl methacrylate C(C(=C)C)(=O)OCCNC(=O)OCCOC1=CC=C(C=C1)C(C)C